FC=1C=C2C(=CNC(C2=CC1F)=O)C(C)N(C(=O)C1NCC2=CC=CC=C2C1)C N-(1-(6,7-difluoro-1-oxo-1,2-dihydroisoquinolin-4-yl)ethyl)-N-methyl-1,2,3,4-tetrahydroisoquinoline-3-carboxamide